C(C(=C)C)(=O)OC(=O)C=C(C)C dimethylacryl methacrylate